C(OC/1=N\C(\C(N\C1=C\1/N=CNC1C(C)(C)C)=O)=C/C1=CC=CC=C1)(OCCN(C)C)=O (Z)-6-[(Z)-benzylidene]-3-[5-(tert-butyl)-1H-imidazol-4-ylidene]-5-oxo-3,4,5,6-tetrahydropyrazin-2-yl [2-(dimethylamino) ethyl] carbonate